2-((S)-2,2-dimethylcyclopropane-1-carbonyl)-6-(1-(4-fluorobenzyl)-1H-pyrazole-4-carbonyl)-2,6-diazaspiro[3.4]octane-8-carboxylic acid CC1([C@H](C1)C(=O)N1CC2(C1)CN(CC2C(=O)O)C(=O)C=2C=NN(C2)CC2=CC=C(C=C2)F)C